(E)-3-(6-amino-pyridin-3-yl)-N-((7-(4-fluoro-phenyl)-5-(5-(morpholine-4-carbonyl)pyridin-2-yl)benzofuran-2-yl)methyl)acrylamide NC1=CC=C(C=N1)/C=C/C(=O)NCC=1OC2=C(C1)C=C(C=C2C2=CC=C(C=C2)F)C2=NC=C(C=C2)C(=O)N2CCOCC2